[Cl-].ClC1=CC=C(C=N1)C(C(C(=O)OCC)C)[NH3+] [1-(6-chloro-3-pyridyl)-3-ethoxy-2-methyl-3-oxo-propyl]ammonium chloride